N,N-bis(2-hydroxyethyl)-N-methylethan-1-aminium bromide [Br-].OCC[N+](CC)(C)CCO